1-acetyl-2-((6-(piperazine-1-carbonyl)quinolin-2-yl)methylene)indolin-3-one dihydrochloride Cl.Cl.C(C)(=O)N1C(C(C2=CC=CC=C12)=O)=CC1=NC2=CC=C(C=C2C=C1)C(=O)N1CCNCC1